C(C)O[Si](CCCNC(NCN(C1=NC(=NC(=N1)N(COCC)COCC)N(COCC)COCC)COCC)=O)(OCC)OCC N''-(7-Triethoxysilyl-2,4-diaza-3-oxo-heptyl)-N,N,N',N',N''-pentakis-ethoxymethyl-[1,3,5]triazin-2,4,6-triamin